O1PC=CC=2C3=CC=CC=C3C=CC12 dihydro-oxaphosphaphenanthrene